C(C)N1N=C(C2=C1C(NCC1(CCOCC1)C2)=O)C[C@H](COC(C2=CC(=CC=C2)C(=O)N2CCCC2)=O)C 3-(Pyrrolidine-1-carbonyl)benzoic acid [(2R)-3-(1-ethyl-8-oxo-spiro[6,7-dihydro-4H-pyrazolo[3,4-c]azepin-5,4'-tetrahydropyran]-3-yl)-2-methyl-propyl] ester